(R)-N'-((1,2,3,5,6,7-hexahydro-s-indacen-4-yl)carbamoyl)-5-methyl-4,5,6,7-tetrahydrothieno[3,2-c]pyridine-2-sulfonimidamide C1CCC2=C(C=3CCCC3C=C12)NC(=O)N=[S@](=O)(N)C1=CC=2CN(CCC2S1)C